1-(4-chlorophenyl)-1,2-dihydro-3H-pyrazol-3-one ClC1=CC=C(C=C1)N1NC(C=C1)=O